1-(4-((4-(4-Methylpiperidin-1-yl)phenyl)amino)benzyl)urea CC1CCN(CC1)C1=CC=C(C=C1)NC1=CC=C(CNC(=O)N)C=C1